1,4-dioxaspiro[4.5]decan-8-ylmethanesulfonate O1CCOC12CCC(CC2)CS(=O)(=O)[O-]